butyl (2S,4S)-2-phenyl-4-(2,2,2-trifluoro-N-(1-methylcyclopropyl)acetamido)piperidine-1-carboxylate C1(=CC=CC=C1)[C@H]1N(CC[C@@H](C1)N(C(C(F)(F)F)=O)C1(CC1)C)C(=O)OCCCC